1-{4-[1-sec-Butyl-7-((R)-1-quinolin-3-yl-propylamino)-1H-pyrazolo[4,3-d]pyrimidin-5-yl]-piperazin-1-yl}-ethanon C(C)(CC)N1N=CC=2N=C(N=C(C21)N[C@H](CC)C=2C=NC1=CC=CC=C1C2)N2CCN(CC2)C(C)=O